(Z)-1-(3-(5-methyl-2-(2,2,2-trifluoro-1-methoxyethyl)phenyl)-4-oxothiazolidin-2-ylidene)-3-(4-(1-(4-(trifluoromethoxy)phenyl)-1H-1,2,3-triazol-4-yl)phenyl)urea CC=1C=CC(=C(C1)N1/C(/SCC1=O)=N/C(=O)NC1=CC=C(C=C1)C=1N=NN(C1)C1=CC=C(C=C1)OC(F)(F)F)C(C(F)(F)F)OC